3,7,11,15-tetramethyl-hexadec-1-en-3-ol CC(C=C)(CCCC(CCCC(CCCC(C)C)C)C)O